ethylmethylsilyloxylethylaluminum C(C)[Al]CCO[SiH2]C